4-[4-({(1R)-1-[3-(difluoromethyl)-2-fluorophenyl]ethyl}amino)-2-methylpyrido[3,4-d]pyrimidin-6-yl]piperazin-2-one FC(C=1C(=C(C=CC1)[C@@H](C)NC=1C2=C(N=C(N1)C)C=NC(=C2)N2CC(NCC2)=O)F)F